[Se].[Sb] antimony-selenium